N-allyl-N-((4-[5-(trifluoromethyl)-1,2,4-oxadiazol-3-yl]phenyl)methyl)acetamide C(C=C)N(C(C)=O)CC1=CC=C(C=C1)C1=NOC(=N1)C(F)(F)F